2-methyl-7-azabicyclo[2.2.1]heptane-7-carboxamide CC1C2CCC(C1)N2C(=O)N